2-chloro-3-fluoro-7,7-dimethyl-6,7-dihydro-5H-cyclopenta[b]pyridine ClC1=C(C=C2C(=N1)C(CC2)(C)C)F